2-amino-6-borono-2-(2-((R)-2-(trifluoromethyl)pyrrolidin-1-yl)ethyl)hexanoic acid NC(C(=O)O)(CCCCB(O)O)CCN1[C@H](CCC1)C(F)(F)F